BrC1=C(C=CC(=C1)N1CCN(CC1)C)NC1=NC=C(C(=N1)NCCCN1CCOCCC1=O)C(F)(F)F 4-(3-((2-((2-bromo-4-(4-methylpiperazin-1-yl)phenyl)amino)-5-(trifluoromethyl)pyrimidin-4-yl)amino)propyl)-1,4-oxazepan-5-one